tert-butyl (R)-(1-(3-bromo-5-fluoro-2-methylphenyl)ethyl)carbamate BrC=1C(=C(C=C(C1)F)[C@@H](C)NC(OC(C)(C)C)=O)C